N1=C(C=NC=C1)C1=NN=C(O1)C(=O)N1[C@H](C2=C(CC1)NC=N2)C2=NN1C(C(=CC=C1)OC(F)(F)F)=C2 (R)-(5-(pyrazin-2-yl)-1,3,4-oxadiazol-2-yl)(4-(4-(trifluoromethoxy)pyrazolo[1,5-a]pyridin-2-yl)-6,7-dihydro-1H-imidazo[4,5-c]pyridin-5(4H)-yl)methanone